CC1(C(N(C2=CC(=CC=C12)C(=O)O)CC1=CSC=C1)=O)C 3,3-dimethyl-2-oxo-1-(thiophen-3-ylmethyl)indoline-6-carboxylic acid